(7S)-2-((trans-3-(4-fluoro-2-methoxyphenoxy)cyclobutyl)amino)-4,7,8-trimethyl-7,8-dihydropteridin-6(5H)-one FC1=CC(=C(O[C@@H]2C[C@H](C2)NC2=NC=3N([C@H](C(NC3C(=N2)C)=O)C)C)C=C1)OC